C/1(\CCC2=CC=CC=C12)=C\CO (E)-2-(1-Indanylidene)ethanol